(5-fluoro-6-(hydroxymethyl)pyridin-2-yl)-2,5-dihydro-1H-pyrrole-1-carboxylic acid tert-butyl ester C(C)(C)(C)OC(=O)N1C(C=CC1)C1=NC(=C(C=C1)F)CO